ethyl 2'-chloro-6-fluoro-5-(2-methoxyethoxy)-5'-(2-oxo-1-phenylethyl)-[1,1'-biphenyl]-2-carboxylate ClC1=C(C=C(C=C1)C(C=O)C1=CC=CC=C1)C=1C(=CC=C(C1F)OCCOC)C(=O)OCC